1-(4-(1-(2-methylbenzoyl)piperidin-4-yl)butyl)-3-(oxazol-5-ylmethyl)urea CC1=C(C(=O)N2CCC(CC2)CCCCNC(=O)NCC2=CN=CO2)C=CC=C1